C1(=CC=CC=C1)C=1[NH+]=C2C=CC=CC2=C2C=CC=CC12 6-phenylphenanthridine-5-ium